(2-((2R,5S)-4-(6-cyano-1-methyl-2-oxo-1,2-dihydropyrido[3,2-d]pyrimidin-4-yl)-2,5-diethylpiperazin-1-yl)-2-(4-(trifluoromethyl)phenyl)ethyl)carbamic acid ethyl ester C(C)OC(NCC(C1=CC=C(C=C1)C(F)(F)F)N1[C@@H](CN([C@H](C1)CC)C=1C2=C(N(C(N1)=O)C)C=CC(=N2)C#N)CC)=O